CN(C1=CC=[N+](C=C1)C(=O)[N-]S(=O)(=O)C1=NN(C=C1)C(C)C)C (4-(dimethylamino)pyridin-1-ium-1-carbonyl)((1-isopropyl-1H-pyrazol-3-yl)sulfonyl)amide